3-(2-(3-(3-(((3s,5s,7s)-adamantan-1-yl)(methyl)amino)propoxy)propyl)-5-bromo-4-oxoquinazolin-3(4H)-yl)piperidine-2,6-dione C12(CC3CC(CC(C1)C3)C2)N(CCCOCCCC2=NC3=CC=CC(=C3C(N2C2C(NC(CC2)=O)=O)=O)Br)C